CC1=CCC(CC1)C(CC1C(CCC1)=O)C 2-[2-(4-Methyl-3-cyclohexen-1-yl)propyl]-cyclopentanone